3-(5-chloro-6-methoxypyridin-2-yl)cyclopent-2-en-1-one ClC=1C=CC(=NC1OC)C1=CC(CC1)=O